Cl\C(\CO)=C(/CC\C=C(\CC\C=C(\CCC=C(C)C)/C)/C)\C (2Z,6E,10E)-2-chloro-3,7,11,15-tetramethylhexadeca-2,6,10,14-tetraen-1-ol